5-(3-methoxyphenyl)-N-(3-(2-propoxy)-1,2,4-thiadiazol-5-yl)furan-3-carboxamide COC=1C=C(C=CC1)C1=CC(=CO1)C(=O)NC1=NC(=NS1)OC(C)C